FC(C=1C=C(C=CC1)C=1C2=C(C(N(C1)C)=O)NC=C2)(F)F 4-(3-Trifluoromethylphenyl)-6-methyl-1,6-dihydro-7H-pyrrolo[2,3-c]pyridin-7-one